C(C(C)C)OC1=CC=C2CC(C(C2=C1)=O)C 6-isobutoxy-2-methyl-2,3-dihydro-1H-inden-1-one